3-amino-2-(2-hydroxypropan-2-yl)-6,7-dihydro-8H-pyrrolo[3,4-g]quinolin-8-one NC=1C(=NC2=CC3=C(C=C2C1)CNC3=O)C(C)(C)O